O1COC2=C1C=CC(=C2)CC(=O)NC=2C(=NC(=CC2)NCC2=CC=C(C=C2)F)N2CCOCC2 2-Benzo[1,3]dioxol-5-yl-N-[6-(4-fluoro-benzylamino)-2-morpholin-4-yl-pyridin-3-yl]-acetamide